N-methyl-1-(3S)-pyrrolidine-3-yl-formamide CNC(=O)[C@@H]1CNCC1